CC1=C(N)C=CC(=C1)S(=O)(=O)C 2-methyl-4-(methylsulfonyl)aniline